[N+]1(=NC=[N+](C=C1)[O-])[O-] [1,2,4]Triazine 1,4-dioxide